CC(CC=NCC(=O)[O-])(C)C ((3,3-dimethylbutylidene)amino)acetate